(2R,5R)-5-hydroxy-1,3-oxathiolane-2-carboxylic acid O[C@H]1CS[C@@H](O1)C(=O)O